(S)-N-(4-((2-(1-fluoropropan-2-yl)-6-methylpyrimidin-4-yl)amino)-5-(2-methoxyethoxy)pyridin-2-yl)acetamide FC[C@@H](C)C1=NC(=CC(=N1)NC1=CC(=NC=C1OCCOC)NC(C)=O)C